N-(2'-amino-5'H-spiro[isochromane-4,4'-thiazol]-6-yl)-5-fluoromethylpyridinamide NC=1SCC2(N1)COCC1=CC=C(C=C12)NC(=O)C1=NC=C(C=C1)CF